CC1=CC=C(C(SCCCCCCCCCC)=O)C=C1 S-Decyl 4-Methylbenzothioate